C(#CC=CC=C)C1=CC=CC=C1 (hexa-3,5-dien-1-yn-1-yl)benzene